CC(C)OC1=CC=C(C=C1)C1CCNCC1 4-{4-[(propan-2-yl)oxy]phenyl}piperidine